7-chloro-6-(difluoromethyl)-2,4-dihydro-1,4-benzoxazin-3-one ClC1=CC2=C(NC(CO2)=O)C=C1C(F)F